4-(4-[(1,1'-biphenyl)-4-yl]-6-{4'-[6-(4-cyanophenyl)-4-phenylpyridin-2-yl]-[(1,1'-biphenyl)-4-yl]}-1,3,5-triazin-2-yl)benzonitrile C1(=CC=C(C=C1)C1=NC(=NC(=N1)C1=CC=C(C=C1)C1=CC=C(C=C1)C1=NC(=CC(=C1)C1=CC=CC=C1)C1=CC=C(C=C1)C#N)C1=CC=C(C#N)C=C1)C1=CC=CC=C1